ClS(=O)(=O)C1=CC=C(C(=O)Cl)C=C1 4-chlorosulfonyl-benzoyl chloride